5-(1-(4-(4-(4-(2,6-Dioxopiperidin-3-yl)phenyl)-[1,4'-bipiperidin]-1'-yl)butyl)-piperidin-4-yl)-2-((1S)-1-(3-ethoxy-4-methoxyphenyl)-2-(methylsulfinyl)ethyl)isoindoline-1,3-dione O=C1NC(CCC1C1=CC=C(C=C1)C1CCN(CC1)C1CCN(CC1)CCCCN1CCC(CC1)C=1C=C2C(N(C(C2=CC1)=O)[C@H](CS(=O)C)C1=CC(=C(C=C1)OC)OCC)=O)=O